Ethyl 3-hydroxy-3-(4-methylthiazol-2-yl)butanoate OC(CC(=O)OCC)(C)C=1SC=C(N1)C